4-chloro-8-cyclobutoxy-7-(5-methyl-1H-indazol-4-yl)-2-(((S)-1-methylpyrrolidin-2-yl)methoxy)-4-(piperazin-1-yl)quinazoline ClC1(NC(=NC2=C(C(=CC=C12)C1=C2C=NNC2=CC=C1C)OC1CCC1)OC[C@H]1N(CCC1)C)N1CCNCC1